thieno[3,2-e][1,2,4]thiadiazin-3-amine S1NC(=NC2=C1SC=C2)N